OCCS(=O)(=O)NC1=CC(=C(C=C1)[N+](=O)[O-])C1=CCC2(CC2)CC1 2-Hydroxy-N-(4-nitro-3-(spiro[2.5]oct-5-en-6-yl)phenyl)ethane-1-sulfonamide